dansyl-pentanediamine S(=O)(=O)(C1=CC=CC=2C(N(C)C)=CC=CC12)C(CCCC)(N)N